C(C)(C)(C)OC(=O)N1CCN(CC1)C(C1=C(C=CC=C1)F)C#N 4-(cyano-(2-fluorophenyl)methyl)piperazine-1-carboxylic acid tert-butyl ester